(R)-1-(3-Chloro-2-(difluoromethyl)pyridin-4-yl)pent-4-en-1-amine ClC=1C(=NC=CC1[C@@H](CCC=C)N)C(F)F